CC1(CCC=2C(=NNC2C1)C=1NC2=CC(=C(C=C2C1)F)N(C([C@H](C)N1CCN(CC1)C(=O)OC(C)(C)C)=O)C)C tert-butyl (S)-4-(1-((2-(6,6-dimethyl-4,5,6,7-tetrahydro-1H-indazol-3-yl)-5-fluoro-1H-indol-6-yl)(methyl)amino)-1-oxopropan-2-yl)piperazine-1-carboxylate